4-benzyloxy-5-bromo-3-methyl-1-(2-phenylethyl)pyrazole methyl-(5-bromo-2-methoxypyridin-4-yl)acetate COC(CC1=CC(=NC=C1Br)OC)=O.C(C1=CC=CC=C1)OC=1C(=NN(C1Br)CCC1=CC=CC=C1)C